ClC1=NN(C(C=C1)=O)C=1C=CC(=NC1)N[C@@H]1C[C@H](CC1)NC(OC(C)(C)C)=O tert-butyl ((1S,3S)-3-((5-(3-chloro-6-oxopyridazin-1(6H)-yl)pyridin-2-yl)amino)cyclopentyl)carbamate